C(C)(C)(C)OC(=O)N1[C@H](C[C@H](CC1)OC1=CC(=NC=C1)C(=O)OC)C Methyl 4-(((2S,4S)-1-(tert-butoxycarbonyl)-2-methylpiperidin-4-yl)oxy)picolinate